O=C1OC2=C(C=C1C(=O)[O-])C=CC=C2 2-oxo-2H-1-benzopyran-3-carboxylate